NC(CN(C(=O)OC(C)(C)C)NC(=O)[C@H]1N(CCC1)C(=O)OCC1=CC=CC=C1)=O benzyl (2S)-2-[[(2-amino-2-oxo-ethyl)-tert-butoxycarbonylamino]carbamoyl]pyrrolidine-1-carboxylate